ClC1=C(C=CC=C1)CCN 2-(2-chlorophenyl)ethylamine